N-(5-bromo-4-(3-chloro-4-fluorophenyl)thiazol-2-yl)-5-((2-hydroxy-3-methoxybenzyl)amino)-3-methylpyridine-2-sulfonamide BrC1=C(N=C(S1)NS(=O)(=O)C1=NC=C(C=C1C)NCC1=C(C(=CC=C1)OC)O)C1=CC(=C(C=C1)F)Cl